C(CCCCCCCCCCCCCCCCCCCCCCCCCCCCCCCCCCCCCCC)(=O)OCCCCCCCCCCCCCCCCCCCCCC behenyl tetracontanoate